3-[1-(3,5-dibromo-phenyl)-3-methyl-cyclobutyl]-4-methyl-1,2,4-triazole BrC=1C=C(C=C(C1)Br)C1(CC(C1)C)C1=NN=CN1C